ClC=1N=C(C2=C(N1)C=NC(=C2)N2CCC(CC2)OC)N[C@H](C)C2=C(C(=CC=C2)C(F)F)F (R)-2-chloro-N-(1-(3-(difluoromethyl)-2-fluorophenyl)ethyl)-6-(4-methoxypiperidin-1-yl)pyrido[3,4-d]pyrimidin-4-amine